1-(DIFLUOROMETHYL)NAPHTHALENE-7-BORONIC ACID FC(C1=CC=CC2=CC=C(C=C12)B(O)O)F